OCCOCCO bis(β-hydroxy Ethyl) ether